3-(3-bromo-4-methoxybenzyl)-naphtho[2,3-d]isoxazole-4,9-dione BrC=1C=C(CC2=NOC3=C2C(C=2C=CC=CC2C3=O)=O)C=CC1OC